C(#N)C1=CC(=C(COC2=CC=CC(=N2)C2=CC(N(C=C2F)CC2=NC3=C(N2C[C@H]2OCC2)C=C(C=C3)C(=O)O)=O)C=C1)F (S)-2-((6-((4-cyano-2-fluorobenzyl)oxy)-5'-fluoro-2'-oxo-[2,4'-bipyridin]-1'(2'H)-yl)methyl)-1-(oxetan-2-ylmethyl)-1H-benzo[d]imidazole-6-carboxylic acid